COC([C@@H](N)CCCC(N)C(=O)OCC1=CC=CC=C1)=O epsilon-Cbz-L-lysine methyl ester